1-[4-(3-chloropropoxy)phenyl]-3-(methylamino)propan-1-ol ClCCCOC1=CC=C(C=C1)C(CCNC)O